((5-(4-methyl-3-(trifluoromethyl)phenyl)thiophen-2-yl)methyl)quinoxaline-2-carboxamide CC1=C(C=C(C=C1)C1=CC=C(S1)CC=1C(=NC2=CC=CC=C2N1)C(=O)N)C(F)(F)F